4-phenyl-2-cyanobenzo[h]quinoline C1(=CC=CC=C1)C1=CC(=NC2=C3C(=CC=C12)C=CC=C3)C#N